(S)-2-(1-(4-chloro-1-methyl-1H-pyrazol-5-yl)cyclopropane-1-carboxamido)-4-((2-ethoxyethyl)(4-(5,6,7,8-tetrahydro-1,8-naphthyridin-2-yl)butyl)amino)butanoic acid ClC=1C=NN(C1C1(CC1)C(=O)N[C@H](C(=O)O)CCN(CCCCC1=NC=2NCCCC2C=C1)CCOCC)C